N-[5-[2-[4-[4-[(2,6-dioxo-3-piperidyl)oxy]phenyl]-1-piperidyl]ethyl-methyl-amino]pentyl]-5-[rac-(2R)-2-(2,5-difluorophenyl)pyrrolidin-1-yl]pyrazolo[1,5-a]pyrimidine-3-carboxamide O=C1NC(CCC1OC1=CC=C(C=C1)C1CCN(CC1)CCN(CCCCCNC(=O)C=1C=NN2C1N=C(C=C2)N2[C@H](CCC2)C2=C(C=CC(=C2)F)F)C)=O |r|